S1C=NC2=C1C=C(C=C2)S(=O)(=O)N2N=C1C(=C2)CN(C1)C(C(C=1C(=NC=CC1)C)NC(OC(C)(C)C)=O)=O tert-butyl N-[2-[2-(1,3-benzothiazole-6-sulfonyl)-4H,6H-pyrrolo[3,4-c]pyrazol-5-yl]-1-(2-methylpyridin-3-yl)-2-oxoethyl]carbamate